6-(1H-imidazol-1-yl)-4-methyl-N-(tetrahydro-2H-pyran-4-yl)picolinamide N1(C=NC=C1)C1=CC(=CC(=N1)C(=O)NC1CCOCC1)C